ClC=1C=C(C(=O)N[C@@H](C)C=2N(N=CN2)C2=NN(C(C=C2)=O)CC)C=C(C1)C(F)(F)F 3-chloro-N-[(1S)-1-[2-(1-ethyl-6-oxo-pyridazin-3-yl)-1,2,4-triazol-3-yl]ethyl]-5-(trifluoromethyl)benzamide